C12(C(CCCC1)O2)CCC21C(CC(CC2)C(=O)[O-])O1 4-epoxycyclohexylethyl-3,4-epoxycyclohexylformate